C(=O)(O)[C@H](CCCCNC(CN1N=NC(=C1)CCCF)=O)N1C(N(C(CC1=O)=O)[C@H](C(=O)O)CCC(=O)O)=O (S)-2-(3-((S)-1-Carboxy-5-(2-(4-(3-fluoropropyl)-1H-1,2,3-triazol-1-yl)acetamido)pentyl)-2,4,6-trioxotetrahydropyrimidin-1(2H)-yl)pentanedioic Acid